NCC(C)(C)C=1SC(=C(N1)C=1C(=C(C=CC1)NC([O-])=O)F)C1=NC(=NC=C1)Cl {3-[2-(1-amino-2-methylpropan-2-yl)-5-(2-chloropyrimidin-4-yl)-1,3-thiazol-4-yl]-2-fluorophenyl}carbamate